CSC(C(=O)N1C(CCCC1)C=1NC(=CN1)C1=CC=C(C=C1)CC#N)C 2-(4-(2-(1-(2-(methylthio)propanoyl)piperidin-2-yl)-1H-imidazol-5-yl)phenyl)acetonitrile